(S)-methyl 3-((S)-4-methyl-2-(4-oxoquinazolin-3(4H)-yl)pentanamido)-3-(3-(piperidin-1-yl)phenyl)propanoate CC(C[C@@H](C(=O)N[C@@H](CC(=O)OC)C1=CC(=CC=C1)N1CCCCC1)N1C=NC2=CC=CC=C2C1=O)C